octadecyl 3-(3',5'-di-tert-butyl-4'-hydroxyphenyl)propionate C(C)(C)(C)C=1C=C(C=C(C1O)C(C)(C)C)CCC(=O)OCCCCCCCCCCCCCCCCCC